C(CC)C1(C=CC=C1)[Mg]C1(C=CC=C1)CCC di(n-propylcyclopentadienyl)magnesium